Butyl (S)-(3-(4-(bis(2-chloroethyl)amino)phenyl)-1-oxo-1-(pent-4-yn-1-ylamino)propan-2-yl)carbamate ClCCN(C1=CC=C(C=C1)C[C@@H](C(NCCCC#C)=O)NC(OCCCC)=O)CCCl